C(C(O)CC(=O)[O-])(=O)[O-].CC1=NC(=CC=C1[C@H]1[NH+](CCC1)C)C.CC1=NC(=CC=C1[C@H]1[NH+](CCC1)C)C (2S)-2-(2,6-dimethylpyridin-3-yl)-1-methylpyrrolidin-1-ium malate